ClC1=CC(=NC(=N1)N1CCCC1)N1CCN(CCC1)C(=O)OC(C)(C)C tert-butyl 4-(6-chloro-2-pyrrolidin-1-ylpyrimidin-4-yl)-1,4-diazepane-1-carboxylate